[Mn].[Si] silicon manganese salt